4-amino-N,1-dimethyl-N-((1R)-1-(4'-(trifluoromethyl)[biphenyl]-4-yl)ethyl)-1H-pyrazolo[4,3-c]quinoline-8-carboxamide NC1=NC=2C=CC(=CC2C2=C1C=NN2C)C(=O)N([C@H](C)C2=CC=C(C=C2)C2=CC=C(C=C2)C(F)(F)F)C